3-bromo-2-(chloromethyl)-6-fluoro-1-methylquinolin-4(1H)-one BrC1=C(N(C2=CC=C(C=C2C1=O)F)C)CCl